(3,5-dichloro-4-(4-(3-fluoro-5-methoxybenzoyl)-2,6-dimethylphenoxy)phenyl)glycine ClC=1C=C(C=C(C1OC1=C(C=C(C=C1C)C(C1=CC(=CC(=C1)OC)F)=O)C)Cl)NCC(=O)O